O=C1NC(CCC1N1C(N(C2=C1C=CC=C2CCCOCC(CN(C(OC(C)(C)C)=O)C)(F)F)C)=O)=O tert-butyl N-[3-[3-[1-(2,6-dioxo-3-piperidyl)-3-methyl-2-oxo-benzimidazol-4-yl] propoxy]-2,2-difluoro-propyl]-N-methyl-carbamate